COC(C(CCC)NC1=C(C=C(C(=O)OC)C=C1)[N+](=O)[O-])=O methyl 4-((1-methoxy-1-oxopentan-2-yl)amino)-3-nitrobenzoate